ClC1=C(C=C(C=C1)C=1N=NN(N1)CC#CCC)F 5-(4-Chloro-3-fluorophenyl)-2-(2-pentyn-1-yl)-2H-tetrazole